2-(2-Naphthylmethyl)-4-phenylimidazole C1=C(C=CC2=CC=CC=C12)CC=1NC=C(N1)C1=CC=CC=C1